FC(C(=O)O)(F)F.CC1=C(N=C(N1)C1=NC=CC(=C1)C=1C=NC=C(C1)N1CCOCC1)C(=O)N[C@@H]1COCC1 5-Methyl-2-(5-morpholin-4-yl-3,4'-bipyridin-2'-yl)-N-[(3S)-tetrahydrofuran-3-yl]-1H-imidazole-4-carboxamide trifluoroacetate salt